ClC1=C(C=CC=C1NC1=C(C=CC=C1)C)[C@@]1(CC(N(C(N1)=N)C1CCOCC1)=O)C (6S)-6-[2-Chloro-3-(2-methyl-anilino)phenyl]-2-imino-6-methyl-3-(tetrahydropyran-4-yl)hexahydropyrimidin-4-one